OC=1C(=NC(N([C@H]2C[C@H](O)[C@@H](CO)O2)C1)=O)N 5-hydroxydeoxycytidine